NC1C(N(CC1)C=1N=CC(=NC1)C(=O)NC=1C=C(C=2N(C1)C=C(N2)C)F)=O 5-(3-amino-2-oxopyrrolidin-1-yl)-N-(8-fluoro-2-methylimidazo[1,2-a]pyridin-6-yl)pyrazine-2-carboxamide